(3-ethyl-3-oxetanyl-methyl)ether C(C)C1(COC1)COCC1(COC1)CC